BrC1=CC=C(C=N1)C=NNC1=NC=CC(=C1Cl)I 2-(2-((6-bromopyridin-3-yl)methylene)hydrazineyl)-3-chloro-4-iodopyridine